benzoyl-acetic acid Ethyl ester (Ethyl 3-oxo-3-phenylpropanoate) C(C)C(C(=O)O)C(C1=CC=CC=C1)=O.C(C)OC(CC(C1=CC=CC=C1)=O)=O